(1S,2S,3S,3aR,8bS)-2-(5-(aminomethyl)-1,3,4-oxadiazol-2-yl)-6,8-dimethoxy-3a-(4-methoxyphenyl)-3-phenyl-1,2,3,3a-tetrahydro-8bH-cyclopenta[b]benzofuran-1,8b-diol NCC1=NN=C(O1)[C@@H]1[C@@H]([C@@]2([C@@](OC3=C2C(=CC(=C3)OC)OC)([C@@H]1C1=CC=CC=C1)C1=CC=C(C=C1)OC)O)O